[Ag]Cl silver(i) chloride